4,5-diphenyl-1,3-bis(pyridine-2-ylmethyl)-4,5-dihydro-1H-imidazole C1(=CC=CC=C1)C1N(CN(C1C1=CC=CC=C1)CC1=NC=CC=C1)CC1=NC=CC=C1